3-acetyl-6-methylpyridin-2(1H)-one C(C)(=O)C=1C(NC(=CC1)C)=O